C(C1=CC=CC=C1)C=1C(=CNC1)S(=O)(=O)NC1=C(C=C(C=C1)C#N)OC 4-benzyl-N-(4-cyano-2-methoxy-phenyl)-1H-pyrrole-3-sulfonamide